tris(dibenzylideneacetone) dicesium [Cs].[Cs].C(C1=CC=CC=C1)=CC(=O)C=CC1=CC=CC=C1.C(C1=CC=CC=C1)=CC(=O)C=CC1=CC=CC=C1.C(C1=CC=CC=C1)=CC(=O)C=CC1=CC=CC=C1